4-amino-1-[(2R,3S,4R,5R)-5-cyclopropyl-3-fluoro-4-hydroxy-5-(hydroxymethyl)oxolan-2-yl]pyrimidin-2-one NC1=NC(N(C=C1)[C@@H]1O[C@@]([C@H]([C@@H]1F)O)(CO)C1CC1)=O